CC(CCCCCCCCC(CC)O)O tridecane-2,11-diol